3-(5-(2,3-dihydro-1H-pyrido[3,4-b][1,4]oxazin-7-yl)-1-oxoisoindolin-2-yl)piperidine-2,6-dione N1C2=C(OCC1)C=NC(=C2)C=2C=C1CN(C(C1=CC2)=O)C2C(NC(CC2)=O)=O